tert-butyl (3RS)-3-({4-[3-(5-chloro-2-fluorophenyl)-1H-pyrrolo[3,2-b]pyridin-2-yl]pyridin-3-yl}oxy)pyrrolidine-1-carboxylate ClC=1C=CC(=C(C1)C1=C(NC=2C1=NC=CC2)C2=C(C=NC=C2)O[C@H]2CN(CC2)C(=O)OC(C)(C)C)F |r|